iso-propylidene(cyclopentadienyl)(9-fluorenyl)zirconium C(C)(C)=[Zr](C1C2=CC=CC=C2C=2C=CC=CC12)C1C=CC=C1